tert-butyl (R)-2-((6-((6-methoxy-2-methyl-1,2,3,4-tetrahydroisoquinolin-7-yl)amino)-1H-pyrazolo[3,4-d]pyrimidin-1-yl)methyl)morpholine-4-carboxylate COC=1C=C2CCN(CC2=CC1NC1=NC=C2C(=N1)N(N=C2)C[C@H]2CN(CCO2)C(=O)OC(C)(C)C)C